ClC1=CC=C(C(=N1)C(F)(F)F)C(C)=O 1-(6-chloro-2-(trifluoromethyl)pyridin-3-yl)ethanone